[Si](C)(C)(C(C)(C)C)OC(CN(C(OC(C)(C)C)=O)C)COC1=CC(=CC=C1)C1=NC(=CC(=N1)Cl)N(C1CCOCC1)C tert-butyl 2-(tert-butyldimethylsilyloxy)-3-(3-(4-chloro-6-(methyl (tetrahydro-2H-pyran-4-yl)amino)pyrimidin-2-yl)phenoxy)propyl(methyl)carbamate